C(C1=CC=CC=C1)NC1=C(CCC1)C#N 2-(benzylamino)cyclopent-1-ene-1-carbonitrile